C=1OC=NC1N1CC=2C=NC=C(C2C1=O)NC1=NC=C(C=C1)N1CCNCC1 2,4-oxazol-5-yl-7-[(5-piperazin-1-yl-2-pyridinyl)amino]-2,3-dihydropyrrolo[3,4-c]pyridin-1-one